4'-pentyl-3-fluoro-4-biphenylboronic acid C(CCCC)C1=CC=C(C=C1)C1=CC(=C(C=C1)B(O)O)F